O1CC=CC=2C1=NC(C(C2)=O)=O pyrano[2,3-b]pyridine-6,7-dione